di-hydroxyisopropylamine ON(C(C)C)O